tert-butyl (S)-2-(3-(4-methoxy-4-carbonyl-1-(2,6-diazaspiro[3.4]oct-2-yl) butan-2-yl) phenyl)-1H-pyrrole-1-carboxylate COC(C[C@H](CN1CC2(C1)CNCC2)C=2C=C(C=CC2)C=2N(C=CC2)C(=O)OC(C)(C)C)=C=O